ClC=1C=NN2C1N=C1C(=C2NC2CC(C2)NC(OC(C)(C)C)=O)CC(C12CCCC2)C tert-Butyl ((1R,3R)-3-((3-chloro-6-methyl-6,7-dihydrospiro[cyclopenta[d]pyrazolo[1,5-a]pyrimidine-5,1'-cyclopentane]-8-yl)amino)cyclobutyl)carbamate